ClC=1C=C(C=CC1)N1N=CC=C1C1=NN(C=C(C1=O)OC)C1=C(C=C(C=C1)N1N=CC=C1)F 3-[1-(3-chlorophenyl)-1H-pyrazol-5-yl]-1-[2-fluoro-4-(1H-pyrazol-1-yl)phenyl]-5-methoxypyridazin-4(1H)-one